(Z)-3-(3-(3-isopropoxy-5-(trifluoromethyl)phenyl)-1H-1,2,4-triazol-1-yl)acrylamide C(C)(C)OC=1C=C(C=C(C1)C(F)(F)F)C1=NN(C=N1)\C=C/C(=O)N